C(C)N(C1=NC(=CC(=N1)C(=O)NC1=CC(=C(C(=O)O)C=C1)C)C(F)(F)F)C(C)C 4-(2-(Ethyl(isopropyl)amino)-6-(trifluoromethyl)pyrimidine-4-carboxamido)-2-methylbenzoic acid